CC1=CC2=C(NC(CC(=N2)C2=CC(=CC=C2)OC=2C=NC(=NC2)S(=O)(=O)C)=O)C=C1C(F)(F)F 7-Methyl-4-(3-((2-(methylsulfonyl)pyrimidin-5-yl)oxy)phenyl)-8-(trifluoromethyl)-1H-benzo[b][1,4]diazepin-2(3H)-one